C([C@]1(C(NCC1)=O)C=1OC(=NN1)C1=NC=CC=C1NC1=CC=C(C=C1)C(F)(F)F)([2H])([2H])[2H] (R)-3-(methyl-d3)-3-(5-(3-((4-(trifluoromethyl)phenyl)amino)pyridin-2-yl)-1,3,4-oxadiazol-2-yl)pyrrolidin-2-one